4-(4-(6-fluorobenzofuran-3-yl)thiophen-2-yl)-4-oxobutanoic acid FC1=CC2=C(C(=CO2)C=2C=C(SC2)C(CCC(=O)O)=O)C=C1